C(#N)CN1N=C(C(=C1)C1=CN=C2N1C=CN=C2NC2=CC(=C(C(=O)NC)C=C2)CC)C(F)(F)F 4-[[3-[1-(cyanomethyl)-3-(trifluoromethyl)pyrazol-4-yl]imidazo[1,2-a]pyrazin-8-yl]amino]-2-ethyl-N-methylbenzamide